1,1,2,2-tetrakis(4-((oxiran-2-ylmethoxy)methyl)phenyl)ethane O1C(C1)COCC1=CC=C(C=C1)C(C(C1=CC=C(C=C1)COCC1OC1)C1=CC=C(C=C1)COCC1OC1)C1=CC=C(C=C1)COCC1OC1